FC=1C=C2C(=NN(C2=CC1F)C1OCCCC1)C=1N=C2C(=NC1)N=CC=C2 5,6-difluoro-1-(oxan-2-yl)-3-[pyrido[2,3-b]pyrazin-2-yl]indazole